4-((3-chlorobenzyl)amino)-6-(1-methyl-6-oxo-1,6-dihydropyridin-3-yl)-N-(1-methylpiperidin-4-yl)quinoline-2-carboxamide ClC=1C=C(CNC2=CC(=NC3=CC=C(C=C23)C2=CN(C(C=C2)=O)C)C(=O)NC2CCN(CC2)C)C=CC1